C(C=C(C(=O)[O-])CC(=O)[O-])(=O)[O-].[Zn+2].C(C=C(C(=O)[O-])CC(=O)[O-])(=O)[O-].[Zn+2].[Zn+2] zinc trans-aconitate